COC1=C(C=C(C=C1)C1=CC=CC=C1)B1OC(C(O1)(C)C)(C)C 2-(4-methoxy-[1,1'-biphenyl]-3-yl)-4,4,5,5-tetramethyl-1,3,2-dioxaborolane